C1NCC12C=CN(CC2)C(=O)OC(C)OC2=NC(=NC(=C2OC2=C(C=CC=C2)OC)N)C2=CC=C(C=C2)F ((6-amino-2-(4-fluorophenyl)-5-(2-methoxyphenoxy)pyrimidin-4-yl)oxy)ethane-1-ol 2,7-diazaspiro[3.5]non-5-ene-7-carboxylate